4-(3-bromophenyl)-3-pyridinecarboxaldehyde BrC=1C=C(C=CC1)C1=C(C=NC=C1)C=O